NC1=NC=CC=C1C(C#CC1=CC=CC=C1)=O 1-(2-aminopyridin-3-yl)-3-phenylprop-2-yn-1-one